3,4-undecanediol CCC(C(CCCCCCC)O)O